1-[7-(3-chloro-1-isopropyl-1H-indazol-5-ylmethoxy)-4-methyl-2H-chromen-3-ylmethyl]-piperidine-4-carboxylic acid ClC1=NN(C2=CC=C(C=C12)COC1=CC=C2C(=C(COC2=C1)CN1CCC(CC1)C(=O)O)C)C(C)C